5-chloro-6-morpholinoquinoline-4-carboxylic acid ClC1=C2C(=CC=NC2=CC=C1N1CCOCC1)C(=O)O